Leucol C1=CC=C2C(=C1)C=CC=N2